Oct-2-ene-2-carboxylic acid ethyl ester C(C)OC(=O)C(C)=CCCCCC